7-((4-ethylcyclohexyl)methoxy)-4,6-difluoro-dibenzo[b,d]furan C(C)C1CCC(CC1)COC1=C(C2=C(C3=C(O2)C(=CC=C3)F)C=C1)F